ClC=1C=C(C=2N(N1)C=NC2)C(C(=O)OCC)C#N ethyl 2-{2-chloroimidazo[1,5-b]pyridazin-4-yl}-2-cyanoacetate